CC1=C(C=C(C=C1)C1=NNC=C1)CNC([O-])=O [[2-methyl-5-(1H-pyrazol-3-yl)phenyl]methyl]carbamate